C1(=CC=CC=C1)C1=NOC(=N1)C(C)N 1-(3-phenyl-1,2,4-oxadiazol-5-yl)ethanamine